COC(=O)C1=CSC=2C1=NC(=CC2C(F)(F)F)C=2CCN(CC2)C(=O)OC(C)(C)C 5-(1-(tert-Butoxycarbonyl)-1,2,3,6-tetrahydropyridin-4-yl)-7-(trifluoromethyl)-thieno[3,2-b]pyridine-3-carboxylic acid methyl ester